C(C)C(C(=O)OCC(C)C)(C(C(=O)OCC(C)C)CC)C(C)C diisobutyl 2,3-diethyl-2-isopropylsuccinate